2-(2-methoxyethoxy)ethyl-2-cyanoacrylate COCCOCCOC(C(=C)C#N)=O